C(C1=CC=CC=C1)(=O)OCC1=C(C=C(C(=C1)OC)OC)C1=C(C=C(C(=C1)OC)OC)C(NCCC1=CC(=C(C=C1)OC)OC)=O (2'-{[2-(3,4-dimethoxyphenyl)ethyl]carbamoyl}-4,4',5,5'-tetramethoxy[1,1'-biphenyl]-2-yl)methyl benzoate